F[B-](F)(F)F.F[B-](F)(F)F.C(CCCCC)[N+]1=CC=C(C=C1)C1=[N+](C2=C(N1C)C=CC=C2)C 2-(1-hexylpyridin-1-ium-4-yl)-1,3-dimethyl-1H-benzoimidazol-3-ium bis(tetrafluoroborate)